BrC=1N=C(N2C1C(=CC(=C2)S(=O)(=O)NC2(COC2)C#N)Cl)C=2SC(=NN2)C(F)F 1-bromo-8-chloro-N-(3-cyanooxetan-3-yl)-3-(5-(difluoromethyl)-1,3,4-thiadiazol-2-yl)imidazo[1,5-a]pyridine-6-sulfonamide